C(C)(C)(C)OC(=O)NC1CCN(CC1)C1=NC=2N(C=C1)N=CC2C(C)C 5-(4-((tert-butoxycarbonyl)amino)piperidin-1-yl)-3-isopropylpyrazolo[1,5-a]pyrimidine